CC=1C=C(CN2C(C3(C2)CCC(CC3)C)=O)C=CC1C 2-(3,4-dimethylbenzyl)-7-methyl-2-azaspiro[3.5]nonan-1-one